5-cyano-N-[2-[4-[[[1-[1-(2,6-dioxo-3-piperidyl)-3-methyl-2-oxo-benzimidazol-4-yl]-4-piperidyl]-methyl-amino]methyl]cyclohexyl]-6-methoxy-indazol-5-yl]pyridine-3-carboxamide C(#N)C=1C=C(C=NC1)C(=O)NC1=CC2=CN(N=C2C=C1OC)C1CCC(CC1)CN(C)C1CCN(CC1)C1=CC=CC=2N(C(N(C21)C)=O)C2C(NC(CC2)=O)=O